N1(N=NN=C1)C[C@H](C)OC=1C=C(C=CC1Cl)C=1C=NC(=NC1)NC=1C(=NN(C1)[C@@H]1CC[C@H](CC1)N1CCOCC1)C(C)C 5-(3-(((S)-1-(1H-tetrazol-1-yl)propan-2-yl)oxy)-4-chlorophenyl)-N-(3-isopropyl-1-(trans-4-morpholinylcyclohexyl)-1H-pyrazol-4-yl)pyrimidin-2-amine